Cl.OC1=C(C=CC=C1)NC=1SC(C(N1)C(=O)O)(CC)CC 2-(2-hydroxyphenyl-amino)-5,5-diethyl-4,5-dihydrothiazole-4-carboxylic acid mono-hydrochloride